ClC1=C(C=C(C=C1)N1CCN(CC1)C(=O)OC(C)(C)C)[N+](=O)[O-] tert-Butyl 4-(4-chloro-3-nitrophenyl)piperazine-1-carboxylate